nickel picolinamide N1=C(C=CC=C1)C(=O)N.[Ni]